BrC=1C=C(CC2=C(NC=3N(C2=O)N=C(C3N3CCCCC3)C3=CC=CC=C3)C)C=CC1OC 6-(3-bromo-4-methoxybenzyl)-5-methyl-2-phenyl-3-(piperidin-1-yl)pyrazolo[1,5-a]pyrimidin-7(4H)-one